COC1=C(C(=CC=C1)OC)C1=C(C=CC=C1)C(=O)C1=CC(=C(C=C1)N1C=NC(=C1)C)OC (2',6'-dimethoxy-[1,1'-biphenyl]-2-yl)(3-methoxy-4-(4-methyl-1H-imidazol-1-yl)phenyl)methanone